C1(=CC=CC2=CC=CC=C12)CC12C(N(C3=CC=CC=C13)CC1=CC=CC3=CC=CC=C13)N(CC2)C(CCCC)=O 1-(3a,8-bis(naphthalen-1-ylmethyl)-3,3a,8,8a-tetrahydropyrrolo[2,3-b]indol-1(2H)-yl)pentan-1-one